C(C)NC(CNC)=O N-ethyl-2-(methylamino)acetamide